C[N-]CCCCCC1=CC=C(C=C1)C1=NOC(=N1)C(F)(F)F N-Methyl-N-{4-[5-(trifluoromethyl)-1,2,4-oxadiazol-3-yl]benzyl}butylamide